OCCN(C1=C(C=C(C(=C1)OC)NC1=NC=CC(=N1)C1=CN(C2=NC=CC=C21)C)NC(C=C)=O)C N-(2-((2-hydroxyethyl)(methyl)amino)-4-methoxy-5-((4-(1-methyl-1H-pyrrolo[2,3-b]pyridin-3-yl)pyrimidin-2-yl)amino)phenyl)acrylamide